C1(CC1)COC1=C(C=CC(=N1)C(=O)N[C@H](C(=O)OC)CC(C)C)N1CCCC1 (S)-Methyl 2-(6-(cyclopropylmethoxy)-5-(pyrrolidin-1-yl)picolinamido)-4-methylpentanoate